C1(=CC=CC=C1)CC(=O)NCCCOC1=CC=C2CCC3(C2=C1)CCC(CC3)C(=O)O 6'-[3-(2-phenylacetamido)propoxy]-2',3'-dihydrospiro[cyclohexane-1,1'-indene]-4-carboxylic acid